FC(C1=CC=C(C=C1)C1=CN=C(C2=NC=CN=C21)NCC2=CC=CC(N2)=O)(F)F 6-(((8-(4-(trifluoromethyl)phenyl)pyrido[3,4-b]pyrazin-5-yl)amino)methyl)pyridin-2(1H)-one